CC1=C(C=2N(N=C1N1CC=3C=C(C=NC3CC1)C1=CC=NN1C1COC1)C(C=CN2)=O)C 8,9-dimethyl-7-(3-(1-(oxetan-3-yl)-1H-pyrazol-5-yl)-7,8-dihydro-1,6-naphthyridin-6(5H)-yl)-4H-pyrimido[1,2-b]pyridazin-4-one